2-(4-fluorophenyl)-6-methyl-4H,6H,7H-pyrazolo[3,2-c][1,4]oxazine FC1=CC=C(C=C1)C=1C=C2COC(CN2N1)C